(Exo-8-(3-(2,3-dichlorophenyl)-4-cyano-1H-pyrazolo[3,4-d]pyrimidin-6-yl)-8-azabicyclo[3.2.1]oct-3-yl)carbamic acid tert-butyl ester C(C)(C)(C)OC(NC1CC2CCC(C1)N2C2=NC(=C1C(=N2)NN=C1C1=C(C(=CC=C1)Cl)Cl)C#N)=O